ClC1=C(C(=O)NC)C=CC(=C1)NC=1C=2N(C=CN1)C(=CN2)C=2C(=NN(C2)CC2=NC=NC=C2)C(F)(F)F 2-chloro-N-methyl-4-[[3-[1-(pyrimidin-4-ylmethyl)-3-(trifluoromethyl)pyrazol-4-yl]imidazo[1,2-a]pyrazin-8-yl]amino]benzamide